2-(4-isobutylphenyl)propionyl-methanesulfonamide tert-butyl-(1R)-1-[[(R)-tert-butylsulfinyl]amino]spiro[indane-2,4'-piperidine]-1'-carboxylate C(C)(C)(C)OC(=O)N1CCC2(CC1)[C@H](C1=CC=CC=C1C2)N[S@](=O)C(C)(C)C.C(C(C)C)C2=CC=C(C=C2)C(C(=O)CS(=O)(=O)N)C